COC=1C=C(C(=O)NC)C=CC1NCC#CC=1N(C2=CC=CC(=C2C1)NC1CCC(CC1)N1CCC(CC1)OC)CC(F)(F)F 3-methoxy-N-methyl-4-{[3-(4-{[(1S,4S)-4-(4-methoxypiperidin-1-yl)cyclohexyl]amino}-1-(2,2,2-trifluoroethyl)-1H-indol-2-yl)prop-2-yn-1-yl]amino}benzamide